NC1=NC=C(C=C1C=1C=C2CCNC(C2=CC1)=O)C1=CC(=C(C=C1)N1CCN(CC1)C)CN1CC(CC1)(F)F 6-(2-amino-5-(3-((3,3-difluoropyrrolidin-1-yl)methyl)-4-(4-methylpiperazin-1-yl)phenyl)pyridin-3-yl)-3,4-dihydroisoquinolin-1(2H)-one